7-methyl-5-(4,4,5,5-tetramethyl-1,3,2-dioxaborolan-2-yl)pyrazolo[1,5-a]pyridine CC1=CC(=CC=2N1N=CC2)B2OC(C(O2)(C)C)(C)C